4,6-dibromophenol BrC1=CC=C(C(=C1)Br)O